C(C)(C)(C)OC(=O)NC(C(=O)N1CCN(CC1)C(=O)NC1=NC(N(C=C1)C1=CC=C(CN[C@H]2C[C@H](CCC2)NC(OC(C)(C)C)=O)C=C1)=O)(C)C cis-tert-butyl (3-((4-(4-(4-(2-((tert-butoxycarbonyl)amino)-2-methylpropanoyl)piperazine-1-carboxamido)-2-oxopyrimidin-1(2H)-yl)benzyl)amino)cyclohexyl)carbamate